5-Chloro-N-[3-[5-[3-cis-(trifluoromethoxy)cyclobutyl]-1,3,4-oxadiazol-2-yl]-1-bicyclo[1.1.1]pentanoyl]-2,3-dihydrobenzofuran-2-carboxamide ClC=1C=CC2=C(CC(O2)C(=O)NC(=O)C23CC(C2)(C3)C=3OC(=NN3)C3(CCC3)OC(F)(F)F)C1